P(=O)([O-])([O-])[O-].C(C)(C)(C)C1=CC=CC=C1.C(C)(C)(C)C1=CC=CC=C1.[Na+].[Na+].[Na+] sodium bis(4-t-butylbenzene) phosphate